FC1=C2C(NC(NC2=C(C=C1)OC)=O)=O 5-fluoro-8-methoxyquinazoline-2,4(1H,3H)-dione